ClC1=NC=C(C(=O)NC([2H])([2H])[2H])C(=C1)NC1=CN(C2=C1C(N(C=C2F)CC)=O)C 6-Chloro-4-((5-ethyl-7-fluoro-1-methyl-4-oxo-4,5-dihydro-1H-pyrrolo[3,2-c]pyridin-3-yl)amino)-N-(methyl-d3)nicotinamide